C(C)(C)N(C(C(=O)O)=O)C 2-[Isopropyl-(methyl)amino]-2-oxo-acetic acid